Methyl 2-{acetyl [2-(2-fluorophenyl)ethyl]amino}-7-[(dimethylamino)methyl]-6-hydroxy-1-benzothiophene-3-carboxylate C(C)(=O)N(C=1SC2=C(C1C(=O)OC)C=CC(=C2CN(C)C)O)CCC2=C(C=CC=C2)F